FC(OC=1C=C(C=NC1OC)C1=CC=2N(C=C1)N=C(C2)NC(=O)NCCNC2=NC=CC=C2)F 1-(5-(5-(difluoromethoxy)-6-methoxypyridin-3-yl)pyrazolo[1,5-A]pyridin-2-yl)-3-(2-(pyridin-2-ylamino)ethyl)urea